C(C(O)CO)(=O)[O-].[Fe+2].[Ni+2].C(C(O)CO)(=O)[O-].C(C(O)CO)(=O)[O-].C(C(O)CO)(=O)[O-] nickel-iron glycerate